tert-Butyl 4-((carbamimidoylthio)methyl)piperidine-1-carboxylate C(N)(=N)SCC1CCN(CC1)C(=O)OC(C)(C)C